2-(2,4-dichlorophenyl)-4-[[phenylmethylsulfonyl]oxy]-5-amino-3(2H)-furanone ClC1=C(C=CC(=C1)Cl)C1OC(=C(C1=O)OS(=O)(=O)CC1=CC=CC=C1)N